Di-Isopropyl-ethyl-amine C(C)(C)N(CC)C(C)C